CN1CC(=CC=C1)C(=O)O 1-methylpyridine-3-carboxylic acid